(1r,3r)-N-[4-chloro-3-(trifluoromethyl)phenyl]-3-(cyano-amino)cyclobutane-1-carboxamide ClC1=C(C=C(C=C1)NC(=O)C1CC(C1)NC#N)C(F)(F)F